ClC=1C=C(C(=O)N2C[C@H](CCC2)C=2N(C(C(=C(N2)C(=O)NC=2C=NOC2)O)=O)C)C=CC1Cl (S)-2-(1-(3,4-dichlorobenzoyl)piperidin-3-yl)-5-hydroxy-N-(isoxazol-4-yl)-1-methyl-6-oxo-1,6-dihydropyrimidine-4-carboxamide